FC(C(=O)O)(F)F.FC(C1=CC=CC(=N1)NC(=O)C=1N=C(C=2N(C1)C=C(N2)C2CCOCC2)OC)F N-[6-(difluoromethyl)-2-pyridinyl]-8-methoxy-2-tetrahydropyran-4-yl-imidazo[1,2-a]pyrazine-6-carboxamide trifluoroacetate